(2R,3R,3aS,6S,6aR)-6-((2-aminoquinolin-yl)methyl)-2-(4-methyl-7H-pyrrolo[2,3-d]pyrimidin-7-yl)hexahydro-2H-cyclopenta[b]furan-3,3a-diol NC1=NC2=CC=CC=C2C=C1C[C@@H]1CC[C@]2([C@@H]1O[C@H]([C@@H]2O)N2C=CC1=C2N=CN=C1C)O